2,2'-azobis[2-(2-imidazoline-2-yl)propane] hydrochloride Cl.N(=NC(C)(C)C=1NCCN1)C(C)(C)C=1NCCN1